imino(3-methoxyphenyl)(methyl)((trimethylsilyl)imino)-λ6-sulfanone N=C[Si](C)(C)N=S(=O)(C)C1=CC(=CC=C1)OC